N1=C(C=CC=C1N1C=2N(CCC1)C=CN2)N2C=1N(CCC2)C=CN1 8,8'-pyridine-2,6-diyl-bis(5,6,7,8-tetrahydroimidazo[1,2-a]pyrimidine)